N=1C=C(N2C1C=CC=C2)C2=NC=C(C1=C2CNC1=O)NC1=NC=C(C=C1)N1CCN(CC1)C 4-imidazo[1,2-a]pyridin-3-yl-7-[[5-(4-methylpiperazin-1-yl)-2-pyridyl]amino]-2,3-dihydropyrrolo[3,4-c]pyridin-1-one